COC1=CC(=CC(N1)=O)\C=C\C1=CC=CC=C1 6-methoxy-4-[(E)-2-phenylethenyl]-1H-pyridin-2-one